C1(CCC1)C1=C(C=CC=C1F)C1=CC(=CC=C1O[C@H]1C[C@@H](CC1)NC(=O)[C@]1(CNC2(CCC2)C1)F)C(C(=O)O)(C)C 2-(2'-cyclobutyl-3'-fluoro-6-{[(1R,3R)-3-{[(7S)-7-fluoro-5-azaspiro[3.4]octane-7-carbonyl]amino}cyclopentyl]oxy}[1,1'-biphenyl]-3-yl)-2-methylpropanoic acid